BrC1=CC=C2C(OC3(C2=C1)COCOC3)=O 6'-bromo-3'H-spiro[[1,3]dioxane-5,1'-isobenzofuran]-3'-one